7-[2-(4-methylpiperazin-1-yl)ethoxy]quinoline-6-carboxylate CN1CCN(CC1)CCOC1=C(C=C2C=CC=NC2=C1)C(=O)[O-]